N-((2R,6S)-2,6-dimethylpiperidine-1-carbonyl)-O-((1R,3R)-3-(2-(5,6,7,8-tetrahydro-1,8-naphthyridin-2-yl)ethyl)cyclobutyl)-L-homoserine C[C@H]1N([C@H](CCC1)C)C(=O)N[C@@H](CCOC1CC(C1)CCC1=NC=2NCCCC2C=C1)C(=O)O